CC1=C(C=C)C=C(C=C1)C 2,5-dimethyl-styrene